FC(C(=O)O)(F)F.COC(=O)C1=NC=CN=C1 pyrazine-2-carboxylic acid methyl ester trifluoroacetate